2-[4-(5-Amino-4-cyano-1-isopropylpyrazol-3-yl)phenyl]-N-[3-(2,4-dichlorophenyl)-1,2-oxazol-5-yl]propenamide NC1=C(C(=NN1C(C)C)C1=CC=C(C=C1)C(C(=O)NC1=CC(=NO1)C1=C(C=C(C=C1)Cl)Cl)=C)C#N